o-tert-Butylcyclohexylacetat C(C)(C)(C)C1C(CCCC1)CC(=O)[O-]